F\C(\C(=O)NC=1C=C2C(=NC=NC2=CC1OC)NC1=C(C=C(C(=C1)C)OC=1C=CC2=C(NC(O2)O)C1)OC)=C\[C@@H]1N(CCC1)C (E)-2-fluoro-N-(4-((4-((2-hydroxy-2,3-dihydrobenzo[d]oxazol-5-yl)oxy)-2-methoxy-5-methylphenyl)amino)-7-methoxyquinazolin-6-yl)-3-((R)-1-methylpyrrolidin-2-yl)acrylamide